N-(pyrimidin-2-yl)ethane-1,2-diamine N1=C(N=CC=C1)NCCN